benzyl (6R,9S)-2-(8-ethyl-3-(methoxymethoxy) naphthalen-1-yl)-12-fluoro-5a,6,7,8,9,10-hexahydro-5H-4-oxa-3,10a,11,13,14-pentaaza-6,9-methanonaphtho[1,8-ab]heptalene-14-carboxylate C(C)C=1C=CC=C2C=C(C=C(C12)C=1C=C2N=C(N=C3C2=C(OCC2[C@H]4CC[C@@H](CN32)N4C(=O)OCC4=CC=CC=C4)N1)F)OCOC